COCCOCCN1C(=NC2=C1C=C1C(=C2)OCCO1)CCNCCC=1OC=C(N1)C(=O)NCC1=NC=CC=C1OC 2-(2-((2-(1-(2-(2-methoxyethoxy)ethyl)-6,7-dihydro-1H-[1,4]dioxino[2',3':4,5]benzo[1,2-d]imidazol-2-yl)ethyl)amino)ethyl)-N-((3-methoxypyridin-2-yl)methyl)oxazole-4-carboxamide